Butyl (6-bromo-5-oxohexyl)(4,4-difluorocyclohexyl)carbamate BrCC(CCCCN(C(OCCCC)=O)C1CCC(CC1)(F)F)=O